methylphenyl-vinyl-chlorosilane C[Si](Cl)(C=C)C1=CC=CC=C1